CS(=O)(=O)C1=CC=C(C=N1)C=1C=CC2=C(N3C(=N2)CC[C@@H]3C3=CC=CC=C3)C1 |o1:20| (1R or S)-7-(6-methylsulfonyl-3-pyridinyl)-1-phenyl-2,3-dihydro-1H-pyrrolo[1,2-a]benzimidazole